(2-(1-(6-methoxyquinazolin-4-yl)piperidin-4-yl)ethyl)phosphonic Acid COC=1C=C2C(=NC=NC2=CC1)N1CCC(CC1)CCP(O)(O)=O